FC=1C=C2C(=C(C(N(C2=CC1)C)=O)C(=O)N)N1CCC(CC1)OC1=CC=C(C=C1)OC(F)(F)F 6-fluoro-1-methyl-2-oxo-4-{4-[4-(trifluoromethoxy)phenoxy]piperidin-1-yl}-1,2-dihydroquinoline-3-carboxamide